(R)-3-(2-fluoro-phenyl)-N-[2-hydroxy-1-(7-methoxy-naphthalen-2-yl)-ethyl]-acrylamide FC1=C(C=CC=C1)C=CC(=O)N[C@@H](CO)C1=CC2=CC(=CC=C2C=C1)OC